n-Propyltrimethoxysilan C(CC)[Si](OC)(OC)OC